P(OCCCO)(OC(C)C(C)=NO)=O hydroxypropyl (3-(hydroxyimino) butan-2-yl) phosphonate